C1(CC1)NC(C([C@@H](C[C@@H]1C(NCC1)=O)NC([C@H](CC(C)C)NC(C(C1=CC=CC=C1)(C1=CC=CC=C1)O)=O)=O)=O)=O (S)-N-((R)-4-(cyclopropylamino)-3,4-dioxo-1-((R)-2-oxopyrrolidin-3-yl)butan-2-yl)-2-(2-hydroxy-2,2-diphenylacetamido)-4-methylpentanamide